C(CSCCS)SCCS 2,2'-(ethylenedithio)diethyl mercaptan